2-((4-(5-(7,8-dimethyl-[1,2,4]triazolo[1,5-a]pyridin-6-yl)-6-isopropyl-4H-pyrrolo[3,2-d]thiazol-2-yl)cyclohexyl)amino)acetamide CC1=C(C=2N(C=C1C1=C(C=3N=C(SC3N1)C1CCC(CC1)NCC(=O)N)C(C)C)N=CN2)C